((2R,3S,5R)-5-(6-amino-2-fluoro-9H-purin-9-yl)-2-ethynyl-3-hydroxy-tetra-hydrofuran-2-yl)methyl 4-(1-adamantyl)butanoate C12(CC3CC(CC(C1)C3)C2)CCCC(=O)OC[C@]2(O[C@H](C[C@@H]2O)N2C3=NC(=NC(=C3N=C2)N)F)C#C